CC1=C(C(=CC=C1C=1C(=C(C(=CC1)C)O)C)C)O 2,6,2',6'-tetramethyl-3,3'-biphenol